ClC1=CC=C(C=C1)NC(=O)N1C(CCC1)C(=O)NC1=C(C=CC(=C1)C(CCC1CC1)(NS(=O)(=O)C(C)(C)C)C1=CC(=CC=C1)C#N)F N1-(4-chlorophenyl)-N2-(5-(1-(3-cyanophenyl)-3-cyclopropyl-1-((R)-1,1-dimethylethylsulfonamido)propyl)-2-fluorophenyl)pyrrolidine-1,2-dicarboxamide